N1=C(N=C2N1C=CC=N2)CNC=2C1=C(N=C(N2)OCC23CCCN3CCC2)CN(CC1)C1=CC=CC2=CC=CC(=C12)CC N-([1,2,4]triazolo[1,5-a]pyrimidin-2-ylmethyl)-7-(8-ethylnaphthalen-1-yl)-2-((tetrahydro-1H-pyrrolizin-7a(5H)-yl)methoxy)-5,6,7,8-tetrahydropyrido[3,4-d]pyrimidin-4-amine